1-((4-(5-(3-cyano-4-isopropoxyphenyl)-1,2,4-oxadiazol-3-yl)naphthalen-1-yl)methyl)azetidine-3-carboxylic acid hydrochloride Cl.C(#N)C=1C=C(C=CC1OC(C)C)C1=NC(=NO1)C1=CC=C(C2=CC=CC=C12)CN1CC(C1)C(=O)O